2-methyl-2-(1H-pyrrolo[3,2-b]pyridine-6-carboxamido)propyl 2-(trifluoromethyl)benzoate FC(C1=C(C(=O)OCC(C)(NC(=O)C=2C=C3C(=NC2)C=CN3)C)C=CC=C1)(F)F